4-fluoro-1-[4-trifluoromethylbenzoyl]piperidin FC1CCN(CC1)C(C1=CC=C(C=C1)C(F)(F)F)=O